BrC1=CC=CC(=N1)NC(=O)[C@@H]1[C@@H]2C[C@@H]2CN1C(=O)OC(C)(C)C (1R,2S,5S)-tert-Butyl 2-(6-bromopyridin-2-ylcarbamoyl)-3-azabicyclo[3.1.0]hexane-3-carboxylate